BrC=1C(=C(C=CC1)CC1C2OC2CN1C(=O)[O-])F 2-[(3-bromo-2-fluoro-phenyl)methyl]-6-oxa-3-azabicyclo[3.1.0]hexane-3-carboxylate